[1,1'-bi(cyclobutan)]-3-ol C1(CC(C1)O)C1CCC1